4,11-diethyl-4,9-dihydroxy-1,12-dihydro-14H-pyrano[3',4':6,7]indolizino[1,2-b]quinoline-3,14(4H)-dione C(C)C1(C(OCC=2C(N3CC=4C(=NC=5C=CC(=CC5C4CC)O)C3=CC21)=O)=O)O